4-(4,6-bis(3,4,5-trimethoxystyryl)pyrimidin-2-oxy)butylguanidine trifluoroacetate FC(C(=O)O)(F)F.COC=1C=C(C=CC2=NC(=NC(=C2)C=CC2=CC(=C(C(=C2)OC)OC)OC)OCCCCNC(=N)N)C=C(C1OC)OC